Triethyl-acetylcitrat C(C)C(C(C(C(=O)[O-])(C(C)=O)CC)(O)C(=O)[O-])(C(=O)[O-])CC